C(N)(=O)C1=C(C=NC=C1)NC(CNC(OC(C)(C)C)=O)=O tert-butyl (2-((4-carbamoylpyridin-3-yl)amino)-2-oxoethyl)carbamate